5,8-bis(4-([2,2':6',2''-terpyridyl]-4'-yl)phenyl)-2,3-bis(4-methoxyphenyl)quinoxaline N1=C(C=CC=C1)C1=NC(=CC(=C1)C1=CC=C(C=C1)C1=C2N=C(C(=NC2=C(C=C1)C1=CC=C(C=C1)C1=CC(=NC(=C1)C1=NC=CC=C1)C1=NC=CC=C1)C1=CC=C(C=C1)OC)C1=CC=C(C=C1)OC)C1=NC=CC=C1